azanediol N(O)O